N=1N(N=C2C1C=CC=C2)C2C(=C(C(=C(C2(C(C)(C2=CC=CC=C2)C)O)C(C)(C)C)C(C)(C)C2=CC=CC=C2)O)N2N=C1C(=N2)C=CC=C1 3-(2H-benzotriazol-2-yl)-5-(1,1-dimethylethyl)-4-hydroxy-2-(2H-benzotriazol-2-yl)-4,6-bis(1-methyl-1-phenylethyl)phenol